C(C(C)C)N1CCN(CC1)C1=CC=C(C=C1)C1=CC2=C(C(=N1)C)C=C(N2C)C2=CC=C(C=C2)S(=O)(=O)C 6-(4-(4-Isobutylpiperazin-1-yl)phenyl)-1,4-dimethyl-2-(4-(methylsulfonyl)phenyl)-1H-pyrrolo[3,2-c]pyridin